C(C)(C)(C)OC(=O)N1C[C@@H](CC1)C(=O)O (3R)-1-tert-butoxy-carbonyl-pyrrolidine-3-carboxylic acid